(R)-(2-(tert-butyl)oxazol-5-yl)(4-(4-(trifluoromethyl)pyrazolo[1,5-a]pyridin-2-yl)-1,4,6,7-tetrahydro-5H-imidazo[4,5-c]pyridin-5-yl)methanone C(C)(C)(C)C=1OC(=CN1)C(=O)N1[C@H](C2=C(CC1)NC=N2)C2=NN1C(C(=CC=C1)C(F)(F)F)=C2